N-(6-cyclopropyl-2,2-dimethyl-2,3-dihydrobenzofuran-5-yl)pyrazolo[1,5-a]pyrimidine-3-carboxamide C1(CC1)C1=CC2=C(CC(O2)(C)C)C=C1NC(=O)C=1C=NN2C1N=CC=C2